4-[(4-chloro-2-hydroxybenzoyl)amino]butanoic acid ClC1=CC(=C(C(=O)NCCCC(=O)O)C=C1)O